(9H-fluoren-9-yl)methyl 6-(hydroxy(phenyl)methyl)-3,4-dihydroquinoline-1(2H)-carboxylate OC(C=1C=C2CCCN(C2=CC1)C(=O)OCC1C2=CC=CC=C2C=2C=CC=CC12)C1=CC=CC=C1